(azetidin-1-yl)-2-nitropyridine N1(CCC1)C=1C(=NC=CC1)[N+](=O)[O-]